C(C)(C)(C)OC(=O)N1N=C(C2=CC=C(C=C12)[C@@H]1C[C@@]12C(N(C1=CC=C(C=C21)OC)C(=O)OC(C)(C)C)=O)NC2=CC(=NC=C2OC)C tert-butyl (1R,2S)-2-[1-(tert-butoxycarbonyl)-3-[(5-methoxy-2-methylpyridin-4-yl)amino]indazol-6-yl]-5'-methoxy-2'-oxospiro[cyclopropane-1,3'-indole]-1'-carboxylate